N-(6-((tert-butyldiphenylsilyl)oxy)-1-(2-methylthiazol-5-yl)hexyl)-2-methylpropan-2-sulfinamide [Si](C1=CC=CC=C1)(C1=CC=CC=C1)(C(C)(C)C)OCCCCCC(C1=CN=C(S1)C)NS(=O)C(C)(C)C